[Cl-].C(CCCCCCC)[N+](C)(CCCCCCCC)CCCCCCCC trioctylmethyl-ammonium chloride salt